4-(2,2,2-trifluoroacetyl)benzonitrile FC(C(=O)C1=CC=C(C#N)C=C1)(F)F